4-fluoro-1-(piperidin-4-yl)isoquinoline FC1=CN=C(C2=CC=CC=C12)C1CCNCC1